NC1=C2C(=C(N=N1)OC(C)C)N(C(=N2)CCCC)CC2=CC=C(CNC(CCCC)=O)C=C2 N-(4-((4-amino-2-butyl-7-isopropoxy-1H-imidazo[4,5-d]pyridazin-1-yl)methyl)benzyl)pentanamide